[Ti].[Sc].[Ta].[Nb] niobium tantalum scandium titanium